C(=O)O.C(#N)CN1N=C(C(=C1)C1=CN=C2N1C=CN=C2NC2=CC(=C(C(=O)NCCCNC(=O)[C@H]1NC[C@@H](C1)O)C=C2)C)C(F)(F)F (2S,4R)-N-[3-[[4-[[3-[1-(cyanomethyl)-3-(trifluoromethyl)pyrazol-4-yl]imidazo[1,2-a]pyrazin-8-yl]amino]-2-methylbenzoyl]amino]propyl]-4-hydroxypyrrolidine-2-carboxamide formate